3-(1-cyano-1-methylethyl)-N-[3-[(3,4-dihydro-3-menthyl-4-oxo-6-quinazolinyl)amino]-4-methylphenyl]-benzamide C(#N)C(C)(C)C=1C=C(C(=O)NC2=CC(=C(C=C2)C)NC=2C=C3C(N(C=NC3=CC2)C2CC(CCC2C(C)C)C)=O)C=CC1